[Cl-].[Cl-].[Ti+2].CC=1C(C=C(C1)C)C=1NC2=CC=CC=C2C1.CC=1C(C=C(C1)C)C=1NC2=CC=CC=C2C1 bis(2,4-dimethylcyclopentadienylindole) titanium dichloride